3-bromo-5-cyclohexyl-5H-naphtho[2',3':4,5]furo[2,3-b]indole-7,12-dione BrC1=CC=C2C3=C(N(C2=C1)C1CCCCC1)OC1=C3C(C3=CC=CC=C3C1=O)=O